CC(CCCC1=CC2=C(C3=CC=CC=C3C(=C2C=C1)OCCC)OCCC)C 2-(4-methylpentyl)-9,10-di(n-propoxy)anthracene